N-[(2-Amino-3-pyridyl)sulfonyl]-6-(1-isopropylpyrazol-4-yl)-2-[(4S)-2,2,4-trimethylpyrrolidin-1-yl]pyridin-3-carboxamid NC1=NC=CC=C1S(=O)(=O)NC(=O)C=1C(=NC(=CC1)C=1C=NN(C1)C(C)C)N1C(C[C@@H](C1)C)(C)C